tetradec-4,9,11,13-tetraene CCCC=CCCCC=CC=CC=C